COC(=O)C1=NC(=C(C(=C1Cl)N)C)C1=CC=C(C=C1)[Si](C)(C)C 4-amino-3-chloro-5-methyl-6-(4-(trimethylsilyl)phenyl)-pyridine-2-carboxylic acid methyl ester